C(C)(C)(C)C1=CC=C(CNC(=O)C2=CC=C3C(=C(N(C3=C2)CC(C)C)C)CC=2C=CC(=C(OCC(=O)O)C2)Cl)C=C1 2-(5-((6-((4-(tert-butyl)benzyl)carbamoyl)-1-isobutyl-2-methyl-1H-indol-3-yl)methyl)-2-chlorophenoxy)acetic acid